O[C@H](C(=O)N1C(SC=C1)=N)C1=CC=CC=C1 (S)-2-hydroxy-1-(2-iminothiazolin-3-yl)-2-phenylethane-1-one